1-(1-Nitro-3-{[(CIS)-4-phenylcyclohexyl]oxy}propan-2-yl)-1,2-dihydroquinolin-2-one [N+](=O)([O-])CC(CO[C@@H]1CC[C@@H](CC1)C1=CC=CC=C1)N1C(C=CC2=CC=CC=C12)=O